4-((1-acetylpiperidin-4-yl)oxy)-5-(1-benzyl-1H-indazol-6-yl)-1-methylpyridin-2(1H)-one C(C)(=O)N1CCC(CC1)OC1=CC(N(C=C1C1=CC=C2C=NN(C2=C1)CC1=CC=CC=C1)C)=O